2-Oxa-6-azaspiro[3.3]heptane oxalate C(C(=O)O)(=O)O.C1OCC12CNC2